FC=1C=C(C=CC1F)N1C(CCCC1=O)C=1C(=CC2=C(N(C=N2)C2CCN(CC2)C2=NN(C=C2)NC(C)=O)C1)C=1C(=NOC1C)C 4-(6-(1-(3,4-difluorophenyl)-6-oxopiperidin-2-yl)-5-(3,5-dimethylisoxazol-4-yl)-1H-benzo[d]imidazol-1-yl)piperidin-1-yl-(acetamido)-1H-pyrazol